The molecule is a diterpenoid of the clerodane group isolated from the leaves and flowers of Casearia nigrescens. It exhibits cytotoxicity against A2780 human ovarian cancer cell line. It has a role as a metabolite and an antineoplastic agent. It is an acetate ester, a butyrate ester, a cyclic ether, a diterpenoid, an organic heterotricyclic compound and a secondary alcohol. CCCC(=O)O[C@@H]1C[C@H]2[C@]([C@@H](C[C@@H]([C@]23[C@@H](O[C@@H](C3=C1)OC(=O)C)OC(=O)C)O)C)(C)CCC(=C)C=C